8-bromo-2,5-dichloro-3-ethylpyrido[3,4-b]pyrazine BrC1=CN=C(C2=NC(=C(N=C21)Cl)CC)Cl